3-Amino-4-[1-(4-fluorophenyl)propan-2-ylamino]-4-oxobutanoic acid NC(CC(=O)O)C(=O)NC(CC1=CC=C(C=C1)F)C